3-(isoquinolin-4-yl)-1-(4-methoxy-6-(trifluoromethyl)pyridin-3-yl)-2-oxoimidazolidine-4-carbonitrile C1=NC=C(C2=CC=CC=C12)N1C(N(CC1C#N)C=1C=NC(=CC1OC)C(F)(F)F)=O